C(C)(C)(C)OC(=O)N[C@@H]1CN(CCC1)C1=C2C(=NC=C1C(=O)OCC)N(N=C2)CC2=CC=C(C=C2)OC ethyl 4-{(3S)-3-[(tert-butoxycarbonyl)amino]piperidin-1-yl}-1-(4-methoxybenzyl)-1H-pyrazolo[3,4-b]pyridine-5-carboxylate